3-(5-(((1R,2S)-2-(8-oxa-3-azabicyclo[3.2.1]octan-3-yl)cyclopentyl)oxy)-1-oxoisoindolin-2-yl)piperidine-2,6-dione C12CN(CC(CC1)O2)[C@@H]2[C@@H](CCC2)OC=2C=C1CN(C(C1=CC2)=O)C2C(NC(CC2)=O)=O